N-(28-(9Z,12Z-octadecadienoyloxy)-octacosanoyl)-4R-hydroxysphinganine C(C=CC=CCCCCCCCCCCCCC)(=O)OCCCCCCCCCCCCCCCCCCCCCCCCCCCC(=O)N[C@H](CO)[C@H](O)C(CCCCCCCCCCCCCC)O